C(C1=CC=CC=C1)N1C(C(=CC(=C1)B1OC(C(O1)(C)C)(C)C)C(CCC)=CCCC)=O 1-benzyl-3-(oct-4-en-4-yl)-5-(4,4,5,5-tetramethyl-1,3,2-dioxaborolan-2-yl)pyridin-2(1H)-one